3-[2-chloro-4-(1,3-dioxolan-2-ylmethyl)phenyl]piperidine-2,6-dione ClC1=C(C=CC(=C1)CC1OCCO1)C1C(NC(CC1)=O)=O